CC1=NC=C(C(=C1)C1=CC=2N(C=C1)N=C(C2)NC(=O)C2CC2)O[C@H]2[C@H](NC2)C R-N-(5-(2-methyl-5-(((2R,3R)-2-methylazetidin-3-yl)oxy)pyridin-4-yl)pyrazolo[1,5-a]pyridin-2-yl)cyclopropanecarboxamide